5,10-dihydro-11H-dibenzo[b,e][1,4]diazepin-11-one maleate C(\C=C/C(=O)O)(=O)O.C1=CC=CC=2NC3=C(NC(C21)=O)C=CC=C3